C(C)OC(C(COC)C)=O 3-methoxy-2-methylpropanoic acid ethyl ester